C(C=C)N1N=CC=N1 prop-2-enyl-2H-triazole